2-Methoxy-2-methyl-1-(4-((1-methylcyclopentyl)methoxy-d2)phenyl)propan-1-amine COC(C(N)C1=CC=C(C=C1)OC([2H])([2H])C1(CCCC1)C)(C)C